Acetaldehyde bis(2-methoxyethyl) acetal COCCOC(C)OCCOC